C(CCCCCCC\C=C\C=C\CCCC)=O (E,E)-9,11-Hexadecadienal